ClC1=NC=C(C(=C1)C(NCCC1=C(C=C(C=C1)C)C)=S)OC1=CC(=CC=C1)C(F)(F)F 2-chloro-N-[2-(2,4-dimethylphenyl)ethyl]-5-[3-(trifluoro-methyl)phenoxy]pyridine-4-carbothioamide